Cl.O[C@@H]1C[C@H]2[C@H]3CN[C@@H]([C@H]3[C@@H]1C2)C(=O)N[C@H](C(=O)N)C[C@H]2C(NCC2)=O (2S)-2-{[(1S,2R,3S,6R,7S,9R)-9-hydroxy-4-azatricyclo[5.2.1.0^{2,6}]decan-3-yl]formamido}-3-[(3S)-2-oxopyrrolidin-3-yl]propanamide hydrochloride